N1(C=NC=C1)CC1=C(C=C(C=C1)NC=1C=2N(C=CN1)C(=CN2)C2=CC=C(C=C2)OC)C N-[4-(imidazol-1-ylmethyl)-3-methyl-phenyl]-3-(4-methoxyphenyl)imidazo[1,2-a]pyrazin-8-amine